C(C)(C)(C)OC(=O)N1CC=2C(N(C(=C(C2C1)C)C)C)=O 5,6,7-trimethyl-4-oxo-1,3,4,5-tetrahydro-2H-pyrrolo[3,4-c]pyridine-2-carboxylic acid tert-butyl ester